N-(8-((2,6-dimethylbenzyl)amino)-2,3-dimethylimidazo[1,2-a]pyridin-6-yl)-4-phenylpiperidine-1-carboxamide CC1=C(CNC=2C=3N(C=C(C2)NC(=O)N2CCC(CC2)C2=CC=CC=C2)C(=C(N3)C)C)C(=CC=C1)C